COC(=O)C=1N=C(N2C1C(=C(C=C2)S(=O)(=O)C)C)C2=CC(=CC(=C2)F)F (3,5-difluorophenyl)-8-methyl-7-(methylsulfonyl)imidazo[1,5-a]pyridine-1-carboxylic acid methyl ester